[Br-].[Nb+5].[Br-].[Br-].[Br-].[Br-] Niobium(V) bromide